5-(2-Aminopyridin-4-yl)-3-methylthiophen NC1=NC=CC(=C1)C1=CC(=CS1)C